1,3,5-tris[1-(4-aminophenyl)-1-methylethyl]benzene NC1=CC=C(C=C1)C(C)(C)C1=CC(=CC(=C1)C(C)(C1=CC=C(C=C1)N)C)C(C)(C1=CC=C(C=C1)N)C